5-(oxetan-3-yl)-N-((1R,3R,5S)-8-((((1r,4R)-4-(((5-(trifluoromethyl)pyridin-2-yl)methyl)amino)cyclohexyl)methyl)sulfonyl)-8-azabicyclo[3.2.1]octan-3-yl)isoxazole-3-carboxamide O1CC(C1)C1=CC(=NO1)C(=O)NC1C[C@H]2CC[C@@H](C1)N2S(=O)(=O)CC2CCC(CC2)NCC2=NC=C(C=C2)C(F)(F)F